((3aR,3bR,4aS,5R,5aS)-5-(2-Chloro-6-((dicyclopropylmethyl)amino)-9H-purin-9-yl)-2,2-dimethyltetrahydrocyclopropa[3,4]cyclopenta[1,2-d][1,3]dioxol-3b(3aH)-yl)methyl methanesulfonate CS(=O)(=O)OC[C@@]12[C@@H]([C@H]([C@@H]3OC(O[C@@H]31)(C)C)N3C1=NC(=NC(=C1N=C3)NC(C3CC3)C3CC3)Cl)C2